C(C)C(C(=O)O)(CC)OC 2-ETHYL-2-METHOXYBUTANOIC ACID